(R)-3-hydroxy-4-(4-(piperidin-3-ylamino)pyrido[3,4-d]pyridazin-1-yl)benzonitrile OC=1C=C(C#N)C=CC1C1=C2C(=C(N=N1)N[C@H]1CNCCC1)C=NC=C2